C(#N)N1C[C@@H](CC1)N(C(C1=CC(=C(C=C1)C=1C=NN(C1)C)F)=O)C (R)-N-(1-cyanopyrrolidin-3-yl)-3-fluoro-N-methyl-4-(1-methyl-1H-pyrazol-4-yl)benzamide